C(C)(C)(C)OC(=O)NC1CC(C1)C1N(CC(CC1)C)C(C(=O)OC)=O Methyl 2-[2-[3-(tert-butoxycarbonylamino)Cyclobutyl]-5-methyl-1-piperidyl]-2-oxo-acetate